C(/C=C/C(=O)C(=O)[O-])C(=O)[O-] The molecule is the oxo dicarboxylate dianion that is hex-3-enedioate oxo-substituted at C-2; the stereochemistry of the C=C double bond is unspecified. It is a conjugate base of a 2-oxohex-3-enedioic acid.